FC=1C=C2C(=NNC2=CC1F)C=1N=C2CCCN(C2=CC1)C 6-(5,6-difluoro-1H-indazol-3-yl)-1-methyl-1,2,3,4-tetrahydro-1,5-naphthyridine